[Si](C1=CC=CC=C1)(C1=CC=CC=C1)(C(C)(C)C)OCC1(CCCC1)COC=1C=C(N)C=CC1N1CCN(CC1)C (1S,3R)-3-([(tert-Butyldiphenylsilyl)oxy]methylcyclopentyl)methoxy-4-(4-methylpiperazin-1-yl)aniline